NC1=NC(N(C=C1)C[C@@H]1C(C1)(F)F)=O |r| Racemic-4-amino-1-[(2,2-difluorocyclopropyl)methyl]pyrimidin-2-one